CCOC(=O)COC=1C(=C(C2=CC=CC=C2C1)C1=CC=CC2=CC=CC=C12)OCC(=O)OCC bis(2-ethoxycarbonylmethoxy)-1,1'-binaphthyl